6-iodo-8-(4-(trifluoromethoxy)phenyl)quinoxaline-5-carbonitrile IC1=C(C=2N=CC=NC2C(=C1)C1=CC=C(C=C1)OC(F)(F)F)C#N